(1S,4s)-4-(2-((R)-1-benzylpiperidin-3-ylamino)-8-(2-chloro-4-cyano-6-fluorophenylamino)-9H-purin-9-yl)cyclohexanecarboxamide C(C1=CC=CC=C1)N1C[C@@H](CCC1)NC1=NC=C2N=C(N(C2=N1)C1CCC(CC1)C(=O)N)NC1=C(C=C(C=C1F)C#N)Cl